(3aS,5aS,7S)-2,2,6,6,7,8,8-heptamethyl-3,3a,4,5,5a,6,7,8-octahydro-2H-indeno[4,5-b]furan CC1(C[C@H]2C(O1)=C1C([C@H](C([C@@H]1CC2)(C)C)C)(C)C)C